dipropyl galactarate O=C([C@H](O)[C@@H](O)[C@@H](O)[C@H](O)C(=O)OCCC)OCCC